3-methoxy-5-{2-[2-(5-methoxyquinoline-8-sulfonamido)phenyl]ethynyl}pyridine-2-carboxylic acid COC=1C(=NC=C(C1)C#CC1=C(C=CC=C1)NS(=O)(=O)C=1C=CC(=C2C=CC=NC12)OC)C(=O)O